4-((diphenylmethylamino)methyl)-2-ethoxyphenol C1(=CC=CC=C1)C(C1=CC=CC=C1)NCC1=CC(=C(C=C1)O)OCC